BrC1=C(C=C(OCCC[C@@H]2C[C@@H](N(CC2)CC(=O)NC2=CC=C3C(=NN(C3=C2)C)C2C(NC(CC2)=O)=O)C)C=C1)C 2-((2S,4S)-4-(3-(4-bromo-3-methylphenoxy)propyl)-2-methylpiperidin-1-yl)-N-(3-(2,6-dioxopiperidin-3-yl)-1-methyl-1H-indazol-6-yl)acetamide